5-{2-[2-(3-acetamido-4-ethoxy-benzenesulfonamido)phenyl]ethynyl}-pyridine-2-carboxylic acid C(C)(=O)NC=1C=C(C=CC1OCC)S(=O)(=O)NC1=C(C=CC=C1)C#CC=1C=CC(=NC1)C(=O)O